O=C1NC(CCC1N1C(C2=CC=CC(=C2C1=O)NCCCCC(=O)NC1=CC(=CC=C1)C1=CC=2[C@H]3[C@@H]([C@@H](NC2C=C1)CO)CCN3S(=O)(=O)C3=CC=C(C)C=C3)=O)=O 5-((2-(2,6-dioxopiperidin-3-yl)-1,3-dioxoisoindolin-4-yl)amino)-N-(3-((3aR,4R,9bR)-4-(hydroxymethyl)-1-tosyl-2,3,3a,4,5,9b-hexahydro-1H-pyrrolo[3,2-c]quinolin-8-yl)phenyl)pentanamide